NC1=NC=C(C(=N1)O)O 2-amino-4,5-dihydroxypyrimidine